8-chloro-6-(2-fluorophenyl)-4H-benzo[f]imidazo[1,5-a][1,4]diazepine ClC=1C=CC2=C(C(=NCC=3N2C=NC3)C3=C(C=CC=C3)F)C1